(isoquinolin-7-yl)methanone C1=NC=CC2=CC=C(C=C12)C=O